2,5-diiodo-3,4-dihydroxybenzaldehyde IC1=C(C=O)C=C(C(=C1O)O)I